(1R,3S)-N1-(6-cyclopropyl-thieno[2,3-d]pyrimidin-4-yl)-N1-methylcyclopentane-1,3-diamine hydrochloride Cl.C1(CC1)C1=CC2=C(N=CN=C2N([C@H]2C[C@H](CC2)N)C)S1